methyl N-[5-[6-[2-(4-fluorophenyl)pyrrolidin-1-yl]imidazo[1,2-a]pyridin-3-yl]-2-pyridyl]carbamate FC1=CC=C(C=C1)C1N(CCC1)C=1C=CC=2N(C1)C(=CN2)C=2C=CC(=NC2)NC(OC)=O